O=C1NC(CCC1N1C(C2=CC=C(C=C2C1)N1CCC(CC1)CN1CCN(CC1)CC1=CC=C(C=C1)C1CCN(CC1)C=1C=CC(=C2C(=CNC12)C#N)F)=O)=O 7-[4-(4-{[4-({1-[2-(2,6-Dioxopiperidin-3-yl)-1-oxo-2,3-dihydro-1H-isoindol-5-yl]piperidin-4-yl}methyl)piperazin-1-yl]methyl}phenyl)piperidin-1-yl]-4-fluoro-1H-indole-3-carbonitrile